N-Benzylamid C(C1=CC=CC=C1)[NH-]